N-(4'-((3-(difluoromethyl)-5-(methylsulfonyl)phenyl)amino)-5-(2-hydroxypropan-2-yl)-[2,3'-bipyridin]-6'-yl)acetamide Lithium-Copper Chloride [Cu](Cl)Cl.[Li].FC(C=1C=C(C=C(C1)S(=O)(=O)C)NC1=C(C=NC(=C1)NC(C)=O)C1=NC=C(C=C1)C(C)(C)O)F